2-(4-Fluorophenyl)-N-{2-methyl-4-[(6-trifluoromethylpyridin-3-ylmethyl)-amino]-phenyl}-acetamide FC1=CC=C(C=C1)CC(=O)NC1=C(C=C(C=C1)NCC=1C=NC(=CC1)C(F)(F)F)C